C(#N)[C@H](C[C@H]1C(NCC1)=O)NC([C@H](CC(C)C)N1C(C2=CC(=C(C=C2C=C1)F)C(F)(F)F)=O)=O (S)-N-((S)-1-cyano-2-((S)-2-oxopyrrolidin-3-yl)ethyl)-2-(6-fluoro-1-oxo-7-(trifluoromethyl)isoquinolin-2(1H)-yl)-4-methylpentanamide